CC1=NC(=C(C(=C1[N+](=O)[O-])C1=CC=C(C=C1)C(C)=O)N)C 2,6-dimethyl-3-nitro-4-(4-acetylphenyl)-aminopyridine